I[C@H]1C[C@@]([C@@H]2C(O[C@H]1C2)=O)(C(=O)OC)C methyl (1R,2S,4S,5S)-4-iodo-2-methyl-7-oxo-6-oxabicyclo[3.2.1]octane-2-carboxylate